N(=[N+]=[N-])CC1(CC(=C(CC1)C1=CC=C(C=C1)Cl)CN1CCN(CC1)C1=CC=C(C(=O)OCC)C=C1)C ethyl 4-(4-((4-(azidomethyl)-4'-chloro-4-methyl-3,4,5,6-tetrahydro-[1,1'-biphenyl]-2-yl)methyl)piperazin-1-yl)benzoate